IC=1C=CC=C2C=CC(=CC12)N(C)C 8-iodo-N,N-dimethylnaphthalene-2-amine